ClC1=C(C=CC=C1C)C1=CC(=C(C(=N1)C(CCC(=O)O)=O)O)C#N 4-[6-(2-Chloro-3-methyl-phenyl)-4-cyano-3-hydroxy-pyridin-2-yl]-4-oxo-butyric acid